tellurium Oxoxane O1CCOCC1.[Te]